1-(2-((3R,5R,8R,9R,10S,13S,14R,17S)-3-Hydroxy-3,13-dimethyl-15-(nitromethyl)hexadecahydro-1H-cyclopenta[a]phenanthren-17-yl)-2-oxoethyl)-1H-pyrazole-4-carbonitrile O[C@@]1(CC[C@@H]2[C@H]3CC[C@@]4([C@H](CC([C@H]4[C@@H]3CC[C@@H]2C1)C[N+](=O)[O-])C(CN1N=CC(=C1)C#N)=O)C)C